CC(C#N)(C)C1=NC=C(C=C1)NCC#CC=1N(C2=CC=CC(=C2C1)CN1CCC(CC1)N1CCOCC1)CC(F)(F)F 2-methyl-2-(5-{[3-(4-{[4-(morpholin-4-yl)piperidin-1-yl]methyl}-1-(2,2,2-trifluoroethyl)-1H-indol-2-yl)prop-2-yn-1-yl]amino}pyridin-2-yl)propanenitrile